Allyl (S)-(2-(6-(hydroxymethyl)-5-azaspiro[2.4]heptane-5-carbonyl)-4-methoxy-5-((triisopropylsilyl)oxy)phenyl)carbamate OC[C@H]1N(CC2(CC2)C1)C(=O)C1=C(C=C(C(=C1)OC)O[Si](C(C)C)(C(C)C)C(C)C)NC(OCC=C)=O